(Z)-2-(2-(1-methyl-1H-benzo[d]imidazol-2-yl)hydrazineylidene)-2,3-dihydro-1H-inden-1-one CN1C(=NC2=C1C=CC=C2)N\N=C\2/C(C1=CC=CC=C1C2)=O